imidazolide monosodium salt [Na+].[N-]1C=NC=C1